2,2-dimethylcyclobutanone CC1(C(CC1)=O)C